N-(3-chloro-2-methylphenyl)-2-[(2S)-tetrahydrofuran-2-yl]-6-({[2-(trifluoromethyl)phenyl]carbonyl}amino)-1H-benzimidazole-4-carboxamide ClC=1C(=C(C=CC1)NC(=O)C1=CC(=CC=2NC(=NC21)[C@H]2OCCC2)NC(=O)C2=C(C=CC=C2)C(F)(F)F)C